2-Chloro-3-fluoro-5-methylpyridine-4-carboxamide ClC1=NC=C(C(=C1F)C(=O)N)C